(((1,1-dimethylethyl)-amino)-methyl)-4-hydroxy-1,3-benzenedimethanol CC(C)(C)NCC1=C(C=CC(=C1CO)O)CO